3-((3-(9H-purin-6-yl)pyridin-2-yl)amino)-5-fluoro-4-methyl-N-(3-(trifluoromethyl)phenyl)benzamide N1=CN=C2NC=NC2=C1C=1C(=NC=CC1)NC=1C=C(C(=O)NC2=CC(=CC=C2)C(F)(F)F)C=C(C1C)F